chromium toluene CC1=CC=CC=C1.[Cr]